1-(3-isopropyl-2-(8-methoxy-[1,2,4]triazolo[1,5-a]pyridin-6-yl)-1H-pyrrolo[2,3-c]pyridin-5-yl)piperidin-4-amine C(C)(C)C1=C(NC2=CN=C(C=C21)N2CCC(CC2)N)C=2C=C(C=1N(C2)N=CN1)OC